methyl (3R,6S)-6-methyl-1-(2-(pyrimidin-2-yl)acetyl)piperidine-3-carboxylate C[C@H]1CC[C@H](CN1C(CC1=NC=CC=N1)=O)C(=O)OC